(+/-)-1-benzyl-N5-(((1r,2s)-2-hydroxycyclopentyl)methyl)-N3-methyl-2-oxo-1,2-dihydropyridine-3,5-dicarboxamide C(C1=CC=CC=C1)N1C(C(=CC(=C1)C(=O)NC[C@@H]1[C@H](CCC1)O)C(=O)NC)=O |r|